BrC=1C=C2C(=NC=NC2=CC1)NC1=C(C(=C(C=C1)OC1=CC2=C(N(C=N2)C(F)F)C=C1)C)F 6-bromo-N-[4-[1-(difluoromethyl)benzimidazol-5-yl]oxy-2-fluoro-3-methyl-phenyl]quinazolin-4-amine